C1(=C(C=CC=C1)C1=NN=NN1CC[Si](OCC)(OCC)OCC)C1=NN=NN1CC[Si](OCC)(OCC)OCC 5,5'-(1,2-phenylene)bis{1-[2-(triethoxysilyl)ethyl]-1,2,3,4-tetrazole}